(6-((5-(Difluoromethoxy)-6-methylpyridin-2-yl)methyl)-2-azaspiro[3.3]heptan-2-yl)((1s,3s)-3-hydroxy-3-methylcyclobutyl)methanone FC(OC=1C=CC(=NC1C)CC1CC2(CN(C2)C(=O)C2CC(C2)(C)O)C1)F